[Na+].CS(=O)CCC(C(=O)[O-])OC(CCCCCCCCCCCCCCC)=O 4-(methylsulfinyl)-2-(palmitoyloxy)butyric acid sodium salt